1-Boc-4-(hydroxymethyl)piperidine C(=O)(OC(C)(C)C)N1CCC(CC1)CO